N-[6-(2-chloro-5-fluorophenyl)-3-(2,2-difluoroethyl)-2,8-dioxo-1,6,7,8-tetrahydroimidazo[4,5-e]isoindol-5-yl]-5-fluoro-3-(trifluoromethyl)benzamide ClC1=C(C=C(C=C1)F)C1NC(C2=C3C(=CC(=C12)NC(C1=CC(=CC(=C1)F)C(F)(F)F)=O)N(C(N3)=O)CC(F)F)=O